1-(2-amino-4-methylphenyl)-N,N-dimethylpiperidin-4-amine NC1=C(C=CC(=C1)C)N1CCC(CC1)N(C)C